COC=1C=C2C(=CNC2=CC1)CCNC1=NC=C(C(=N1)NC=1C=C2C=C(NC2=CC1)C)C N2-[2-(5-methoxy-1H-indol-3-yl)ethyl]-5-methyl-N4-(2-methyl-1H-indol-5-yl)pyrimidine-2,4-diamine